N,N-dimethyl-glucamine CN(C[C@H](O)[C@@H](O)[C@H](O)[C@H](O)CO)C